tert-Butyl(3-(1,3-dioxoisoindolin-2-yl)propyl)(phenethyl)carbamate C(C)(C)(C)OC(N(CCC1=CC=CC=C1)CCCN1C(C2=CC=CC=C2C1=O)=O)=O